ClC1=CC=C(CN/2C(N(C(N\C2=N/C2=CC=C(C=C2)OC2=NC=CC=C2)=O)CCCN2S(NCC2)(=O)=O)=O)C=C1 (E)-1-(4-chlorobenzyl)-3-(3-(1,1-dioxo-1,2,5-thiadiazolidin-2-yl)propyl)-6-((4-(pyridin-2-yloxy)phenyl)imino)-1,3,5-triazine-2,4-dione